OC1N(CCC1)C(=O)OC(C)(C)C 1,1-dimethylethyl 2-hydroxy-1-pyrrolidinecarboxylate